4,4'-((4-(dibutylcarbamoyl)pyridine-2,6-diyl)bis(1H-1,2,3-triazole-4,1-diyl))bis(2-hydroxybenzoic acid) C(CCC)N(C(=O)C1=CC(=NC(=C1)C=1N=NN(C1)C1=CC(=C(C(=O)O)C=C1)O)C=1N=NN(C1)C1=CC(=C(C(=O)O)C=C1)O)CCCC